6-(4-(4-cyclopropylpiperazin-1-yl)phenyl)-1,4-dimethyl-2-(4-(methylsulfonyl)phenyl)-1H-pyrrolo[3,2-c]pyridine C1(CC1)N1CCN(CC1)C1=CC=C(C=C1)C1=CC2=C(C(=N1)C)C=C(N2C)C2=CC=C(C=C2)S(=O)(=O)C